6-((S)-2-((3aR,5R,6aS)-5-(2,6-difluorophenoxy)-3a-hydroxycyclopenta[c]pyrrol-2(1H)-yl)-1-hydroxyethyl)-3,4-dihydroquinolin-2(1H)-one FC1=C(OC2=C[C@]3(C(CN(C3)C[C@@H](O)C=3C=C4CCC(NC4=CC3)=O)=C2)O)C(=CC=C1)F